ClC1=CC=2N=CNC(C2C(=N1)NC1=NC=C(C(=O)NCC)C=C1)=O 6-((7-chloro-4-oxo-3,4-dihydropyrido[4,3-d]pyrimidin-5-yl)amino)-N-ethylnicotinamide